1-(4-cyanophenylmethyleneamino)piperazine-2,5-dione C(#N)C1=CC=C(C=C1)C=NN1C(CNC(C1)=O)=O